methyl 5-[(2-fluorophenyl) methoxy]-2-methyl-benzothiophene-3-carboxylate FC1=C(C=CC=C1)COC=1C=CC2=C(C(=C(S2)C)C(=O)OC)C1